N-(3-(tertiary butylamino)-1,4-dioxo-1,4,6,7-tetrahydronaphthalen-2-yl)acetamide C(C)(C)(C)NC1=C(C(C2=CCCC=C2C1=O)=O)NC(C)=O